ClC=1C=CC2=C([C@@H](C[C@@H](O2)C(=O)NC23CC(C2)(C3)N3N=CC(=C3)C(=O)N3C(CCC3)(C(F)(F)F)C)O)C1 (2R,4R)-6-chloro-4-hydroxy-N-(3-{4-[2-methyl-2-(trifluoromethyl)pyrrolidine-1-carbonyl]-1H-pyrazol-1-yl}bicyclo[1.1.1]pentan-1-yl)-3,4-dihydro-2H-1-benzopyran-2-carboxamide